C5-bromo-7-iodo-1H-benzo[d]imidazole BrC1=CC2=C(NC=N2)C(=C1)I